FC(C(=O)O)(F)F.ClC=1C=CC2=C(N=C(O2)N2CC3(C2)CC(C3)N)C1 2-(5-Chloro-1,3-benzoxazol-2-yl)-2-azaspiro[3.3]heptan-6-amine 2,2,2-trifluoroacetic acid salt